3,3-bis(hydroperoxy)butanoic acid O(O)C(CC(=O)O)(C)OO